3-chloro-N-[1-[3-(1-isopropyl-1,2,4-triazol-3-yl)pyrazin-2-yl]ethyl]-5-methylsulfonyl-benzamide ClC=1C=C(C(=O)NC(C)C2=NC=CN=C2C2=NN(C=N2)C(C)C)C=C(C1)S(=O)(=O)C